monodecanyl maleate C(\C=C/C(=O)[O-])(=O)OCCCCCCCCCC